C(C)(=O)N1[C@H]([C@@H]([C@H](C2=CC(=CC=C12)F)NC1=NC=CC(=N1)C(=O)N)C)C1CC1 2-(((2S,3R,4R)-1-acetyl-2-cyclopropyl-6-fluoro-3-methyl-1,2,3,4-tetrahydroquinolin-4-yl)amino)pyrimidine-4-carboxamide